3-(3-((2-(2-Fluoro-5-((6-fluoro-4-methyl-1H-indol-5-yl)oxy)phenyl)-4-methyl-1H-imidazol-5-yl)(hydroxy)methyl)phenyl)propanoic acid FC1=C(C=C(C=C1)OC=1C(=C2C=CNC2=CC1F)C)C=1NC(=C(N1)C)C(C=1C=C(C=CC1)CCC(=O)O)O